bis(4-aminocyclohexyl)-propane NC1CCC(CC1)C(C)(C)C1CCC(CC1)N